CC(C#CCNC(=O)N1C=NC2=C1C=CC=C2N2CCN(CC2)C)C N-(4-Methylpent-2-ynyl)-4-(4-methylpiperazin-1-yl)-1H-benzo[d]imidazole-1-carboxamide